5-(3-ethylimidazo[1,2-a]pyrimidin-6-yl)-N-(oxetan-3-ylmethyl)pyrrolo[2,1-f][1,2,4]triazin-2-amine C(C)C1=CN=C2N1C=C(C=N2)C=2C=CN1N=C(N=CC12)NCC1COC1